C(#N)C1C(CC1)C(=O)N1CC=2N=C(SC2C1)NC(C1=CN=C(C=C1C1=C(C=CC=C1)OC)C)=O (Racemic)-N-(5-(2-cyanocyclobutane-1-carbonyl)-5,6-dihydro-4H-pyrrolo[3,4-d]thiazol-2-yl)-4-(2-methoxyphenyl)-6-methylnicotinamide